NC1=C(N=CC2=C(C(=CC=C12)Cl)C=1C(=NC=CC1)F)C(=O)NCCC 4-Amino-7-chloro-8-(2-fluoropyridin-3-yl)-N-propylisoquinoline-3-carboxamide